monomethyl-(1-oxobutyl)phosphonic acid sodium salt [Na+].COP([O-])(=O)C(CCC)=O